C(CCC)N1C(=C(C2=CC=CC=C12)C1(OC(=O)C2=CC=CC=C12)C1=C(N(C2=CC=CC=C12)CCCC)C)C 3,3-bis(1-butyl-2-methyl-1H-indol-3-yl)phthalide